3-Fluoro-N-(2-iodophenyl)-N-methoxybenzamide FC=1C=C(C(=O)N(OC)C2=C(C=CC=C2)I)C=CC1